4'-fluorouridine F[C@]1([C@H]([C@H]([C@@H](O1)N1C(=O)NC(=O)C=C1)O)O)CO